2-chloro-4-((3-fluoro-4-(1-methyl-4-(trifluoromethyl)-1H-imidazol-2-yl)benzyl)amino)pyrimidine-5-carbonitrile ClC1=NC=C(C(=N1)NCC1=CC(=C(C=C1)C=1N(C=C(N1)C(F)(F)F)C)F)C#N